P(OCO[C@@]1(C=C[C@@H](C1)N1C=2N=C(NC(C2N=C1)=O)N)CC)([O-])=O.[NH4+] ammonium ((((1S,4R)-4-(2-amino-6-oxo-1,6-dihydro-9H-purin-9-yl)-1-ethylcyclopent-2-en-1-yl) oxy) methyl) phosphonate